S1(NC(C2=C1C=CC=C2)=O)(=O)=O 1H-1λ6,2-benzothiazole-1,1,3(2H)-trione